(S)-3-amino-3-(thien-3-yl)propionitrile hydrochloride Cl.N[C@@H](CC#N)C1=CSC=C1